1-(4-cyclopropyl-2-(methoxymethoxy)phenyl)-N-((3R,5R)-5-fluoro-1-methylpiperidin-3-yl)-7,8-dihydro-5H-pyrano[3,4-d]pyridazin-4-amine C1(CC1)C1=CC(=C(C=C1)C1=C2C(=C(N=N1)N[C@H]1CN(C[C@@H](C1)F)C)COCC2)OCOC